C(=O)(O)C=C(OC)C(=O)C(=C)C anti-penicillic acid